C(=CC)C1CCCCC1 propenyl-cyclohexane